(12S,16R)-13-ethyl-8,12-dimethyl-16-(3,3,3-trifluoropropyl)-12,13,16,17,18,19,20,21-octahydro-6,23:11,7-di(azeno)imidazo[2,1-c][1,4,10,13,15]oxatetraazacyclohenicosin-14(15H)-one C(C)N1[C@H](C=2N=CC(=C(C3=CN4C(C(OCCCCC[C@@H](NC1=O)CCC(F)(F)F)=N3)=NC=C4)N2)C)C